C(C)(C)(C)C1=CC(=NO1)NC(NC1=CC=C(C=C1)N1C=NC2=C1C=CC(=C2)OCCCCC(=O)NC2=C1CN(C(C1=CC=C2)=O)C2C(N(C(CC2)=O)COC(=O)N2CCOCC2)=O)=O (3-(4-(5-((1-(4-(3-(5-(tert-Butyl)isoxazol-3-yl)ureido)phenyl)-1H-benzo[d]imidazol-5-yl)oxy)pentanoylamino)-1-oxoisoindole-2-yl)-2,6-dioxopiperidin-1-yl)methylmorpholine-4-carboxylate